C(C)OC1=NC=CC=C1C1=NC(=C(C=C1)N1[C@@H](CN(CC1)C(C1=C(C=C(C=C1)F)C(F)(F)F)=O)CC)OCCNC [2-({2'-ethoxy-5-[(2R)-2-ethyl-4-[4-fluoro-2-(trifluoromethyl)benzoyl]piperazin-1-yl]-[2,3'-bipyridin]-6-yl}oxy)ethyl](methyl)amine